tert-butyl (2-((2-((tert-butyldimethylsilyl)oxy)propyl)thio)ethyl)(methyl)carbamate [Si](C)(C)(C(C)(C)C)OC(CSCCN(C(OC(C)(C)C)=O)C)C